C1(CCCCC1)C(CC1=C(C=CC=C1)O)C1=C(C=CC=C1)O (1-cyclohexylethane-1,2-diyl)diphenol